FC=1C=C(CNC=2C(C(C2N2CCCC2)=O)=O)C=CC1C1=NOC(=N1)C(F)(F)F 3-((3-fluoro-4-(5-(trifluoromethyl)-1,2,4-oxadiazol-3-yl)benzyl)amino)-4-(pyrrolidin-1-yl)cyclobut-3-ene-1,2-dione